C(C)OC(=O)C1C=C2C(C(N1C(=O)OC(C)(C)C)=C)=NN=C2 7-methylenepyrazolo[3,4-c]pyridine-5,6-dicarboxylic acid 6-(tert-butyl) ester 5-ethyl ester